C(CCC)OC1C(=C(C(O1)=O)Br)Br 5-butoxy-3,4-dibromo-2(5H)furanone